ClC1=CC=C(C=C1)[S+](C1=CC=CC=C1)C1=CC=CC=C1 4-Chlorophenyl-Diphenylsulfonium